OC1=C(C(=O)C2=CC=CC=C2)C=CC(=C1)OCC1=CC=CC=C1 2-Hydroxy-4-benzyloxy-benzophenone